O=C1NC(CCC1C=1C=CC(=NC1)N1CCC(CC1)(C=O)O)=O 1-(5-(2,6-dioxopiperidin-3-yl)pyridin-2-yl)-4-hydroxypiperidine-4-carbaldehyde